NC1=C(C=C(C=C1)C1=CC=C(C=C1)F)NC(C1=CC=C(C=C1)S(=O)(=O)C=1C(=NC=CC1)C)=O N-[2-amino-5-(4-fluorophenyl)phenyl]-4-[(2-methyl-3-pyridinyl)sulfonyl]benzamide